C1(=CC=CC=C1)C(=C)C=1C(=CC2=C(OCO2)C1)N 6-(1-phenylethenyl)-5-aminobenzo[d][1,3]dioxolane